ClC=1C(=C(C=CC1)B(O)O)CO 3-CHLORO-2-HYDROXYMETHYLPHENYLBORONIC ACID